Decan-3-on CCC(CCCCCCC)=O